Diethylbenzyl-Natrium sulfosuccinat S(=O)(=O)(O)C(C(=O)O)CC(=O)O.C(C)C(C1=CC=CC=C1)([Na])CC